4-(1-{3-(Cyanomethyl)-1-[1-(methylsulfonyl)piperidin-4-yl]azetidin-3-yl}-1H-pyrazol-4-yl)-1H-pyrrolo[2,3-b]pyridine-5-carbonitrile C(#N)CC1(CN(C1)C1CCN(CC1)S(=O)(=O)C)N1N=CC(=C1)C1=C2C(=NC=C1C#N)NC=C2